(1R,2S,5S)-N-[(1S)-1-cyano-2-[(3S)-2-oxopyrrolidin-3-yl]ethyl]-6,6-dimethyl-3-[4-(trifluoromethyl)thiazole-2-carbonyl]-3-azabicyclo[3.1.0]hexane-2-carboxamide C(#N)[C@H](C[C@H]1C(NCC1)=O)NC(=O)[C@@H]1[C@H]2C([C@H]2CN1C(=O)C=1SC=C(N1)C(F)(F)F)(C)C